Tert-butyl (3-bromopyridin-4-yl)carbamate BrC=1C=NC=CC1NC(OC(C)(C)C)=O